C[C@H]1CC=2N(CC1)C(N(N2)CC2=CC=C(C=C2)C)=O |r| (5RS,7RS)-7-Methyl-2-(4-methylbenzyl)-3-oxo-2,3,5,6,7,8-hexahydro[1,2,4]triazolo[4,3-a]pyridin